ClC1=C(C(=O)N(C2(CC2)C#N)COC(=O)C2=CC=C(C(=O)O)C=C2)C=C(C=C1)C=1C=NN(C1)C=1N(N=C(C1C(F)(F)F)C(C(F)(F)F)(F)F)C 4-({[{2-chloro-5-[2'-methyl-5'-(pentafluoroethyl)-4'-(trifluoromethyl)-2'H-[1,3'-bipyrazole]-4-yl]Benzoyl}(1-cyanocyclopropyl)amino]Methoxy}carbonyl)benzoic acid